ClC=1C=CC(=C2C=NN(C(C12)=O)C)N(C)C1CC2(CN(C2)CCCC2=CC=3N(C=C2Cl)C=NN3)C1 8-chloro-5-((2-(3-(6-chloro-[1,2,4]triazolo[4,3-a]pyridin-7-yl)propyl)-2-azaspiro[3.3]heptan-6-yl)(methyl)amino)-2-methylphthalazin-1(2H)-on